tert-butyl (3R,4R)-4-({[3,5-bis(trifluoromethyl)phenyl]carbamoyl}amino)-3-(4-chloro-3-methylphenyl)piperidine-1-carboxylate FC(C=1C=C(C=C(C1)C(F)(F)F)NC(=O)N[C@H]1[C@@H](CN(CC1)C(=O)OC(C)(C)C)C1=CC(=C(C=C1)Cl)C)(F)F